1-benzyl-N-[(6R)-2-[2-(3-fluoroazetidin-1-yl)ethyl]-4-methyl-5-oxo-7,8-dihydro-6H-pyrazolo[1,5-a][1,3]diazepin-6-yl]-1,2,4-triazole-3-carboxamide C(C1=CC=CC=C1)N1N=C(N=C1)C(=O)N[C@H]1C(N(C=2N(CC1)N=C(C2)CCN2CC(C2)F)C)=O